FC1CC2=CC=C(C=C2C1=O)NC(OC(C)(C)C)=O tert-butyl (2-fluoro-3-oxo-2,3-dihydro-1H-inden-5-yl)carbamate